3-(5-amino-1,3,4-oxadiazol-2-yl)-N-methyl-4-[4-(trifluoromethyl)anilino]benzenesulfonamide NC1=NN=C(O1)C=1C=C(C=CC1NC1=CC=C(C=C1)C(F)(F)F)S(=O)(=O)NC